dicarbonyl-iridium (I) C(=O)=[Ir+]=C=O